CC(C([2H])([2H])C1=CC(=NC=C1)C1=CC=2C=CC=CC2C=2C=CC3=C(OC4=C3C=CC=C4)C12)C 4-(2-methylpropyl-1,1-d2)-2-(phenanthro[1,2-b]benzofuran-12-yl)pyridine